C(CCCCCCCCCC=CCC=CCCCCC)(=O)O eicosa-11,14-dienoic acid